ClC1=C(NC2=NSC=3C2=NC=C(C3)C=NCCNC(C)=O)C=CC=C1C1=CC3=C(OCCO3)C=C1 2-((3-(2-chloro-3-(1,4-benzodioxan-6-yl)anilino)isothiazolo[4,5-b]pyridin-6-ylmethylene)amino)-1-acetamido-ethane